N[C@@H](CCCCN)C(=O)N1[C@@H](CCC1)C(=O)O L-lysyl-L-proline